1-cyclobutyl-N-(3-(4-phenylpiperazin-1-yl)cyclobutyl)-2-(3,4,5-trimethoxyphenyl)-1H-benzo[d]imidazole-6-carboxamide C1(CCC1)N1C(=NC2=C1C=C(C=C2)C(=O)NC2CC(C2)N2CCN(CC2)C2=CC=CC=C2)C2=CC(=C(C(=C2)OC)OC)OC